COC1=CC=C(C=C1)COC1=CC=C(C=C1)C1(CC1)C(F)(F)F 1-[(4-methoxyphenyl)methoxy]-4-[1-(trifluoromethyl)cyclopropyl]benzene